FC1=CC(=C(C=C1)C#CC1=C(N)C=CC(=C1)C)C(=C)OC 2-((4-fluoro-2-(1-methoxyvinyl)phenyl)ethynyl)-4-methylaniline